C(C)OC1=CC=C(C=C1)[SiH3] 4-ethoxyphenyl-silane